C(C)OC(C(=C)CS(=O)(=O)C1=CC=C(C)C=C1)=O 2-(Toluene-4-sulfonylmethyl)acrylic acid ethyl ester